19-heptyl 1-(3-hexylnonyl) 9-oxononadecanedioate O=C(CCCCCCCC(=O)OCCC(CCCCCC)CCCCCC)CCCCCCCCCC(=O)OCCCCCCC